NC1=CC=C(OC(CCCCCCCCCCC)OC2=CC=C(C=C2)N)C=C1 bis(4-aminophenoxy)dodecane